3,5-dimethyl-2-(2,2,2-trifluoroacetyl)cyclopentanone CC1C(C(C(C1)C)=O)C(C(F)(F)F)=O